N=1C=CN2C1C=CC(=C2)C=2C=CN1N=C(N=C(C12)OC)N[C@H]1CCC(N(C1)C)=O (S)-5-((5-(imidazo[1,2-a]pyridin-6-yl)-4-methoxypyrrolo[2,1-f][1,2,4]triazin-2-yl)amino)-1-methylpiperidin-2-one